FC1=NC(=CC(=C1)N(C=1SC(=C(N1)C(=O)NC1CCC12CCCC2)C)C(C(C)O)=O)F 2-[(2,6-difluoro-4-pyridinyl)-(2-hydroxypropionyl)amino]-5-methyl-N-spiro[3.4]octan-3-yl-thiazole-4-carboxamide